methyl (2S,3S,4S,5R)-3-(2-(benzyloxy)-3,4-difluorophenyl)-4,5-dimethyl-5-(trifluoromethyl)tetrahydrofuran-2-carboxylate C(C1=CC=CC=C1)OC1=C(C=CC(=C1F)F)[C@H]1[C@H](O[C@]([C@H]1C)(C(F)(F)F)C)C(=O)OC